C1(CC1)S(=O)(=O)N1N=CC(=C1)C1=NC=CC(=N1)NC1=NC=C(C(=C1)NC1CCC(CC1)O)C#CC=1C=NN(C1)CCN(C)C (1s,4s)-4-((2-((2-(1-(Cyclopropylsulfonyl)-1H-pyrazol-4-yl)pyrimidin-4-yl)amino)-5-((1-(2-(dimethylamino)ethyl)-1H-pyrazol-4-yl)ethynyl)pyridin-4-yl)amino)cyclohexan-1-ol